COC1=NC=NC(=C1C(=O)N)NC1=CC=C(C=C1)C1=NOC(N1)=O 4-methoxy-6-((4-(5-oxo-4,5-dihydro-1,2,4-oxadiazol-3-yl)phenyl)amino)pyrimidine-5-carboxamide